C(=O)C1=CC=C(O1)C1=C(C=CC=C1)NC(C)=O N-[2-(5-FORMYL-2-FURYL)PHENYL]ACETAMIDE